BrC1=CN=C2N1C=C(C=C2C)C(=O)[O-] 3-bromo-8-methyl-imidazo[1,2-a]pyridine-6-carboxylate